2-methyl-6-(6-morpholino-1H-benzo[d]imidazol-2-yl)-7-((1-(thiazol-4-yl)ethyl)amino)-2H-pyrazolo[4,3-b]pyridin-5(4H)-one CN1N=C2C(NC(C(=C2NC(C)C=2N=CSC2)C2=NC3=C(N2)C=C(C=C3)N3CCOCC3)=O)=C1